OCCC1=CC=C(C=C1)C(C(C)C)=O 1-[4-(2-hydroxyethyl)phenyl]-2-methylpropan-1-on